3-(2-(dimethylamino)ethyl)-1-((2-methoxyethoxy)methyl)-1H-indol-4-ol CN(CCC1=CN(C=2C=CC=C(C12)O)COCCOC)C